ClC=1C=CC(=NC1)[C@@]1(OC2=C(O1)C=CC=C2C=2CCN(CC2)[C@@H](C)C2N(C=1C(=NC(=CC1)C(=O)O)N2)C[C@H]2OCC2)C 2-((S)-1-(4-((S)-2-(5-chloropyridin-2-yl)-2-methylbenzo[d][1,3]dioxolan-4-yl)-3,6-dihydropyridin-1(2H)-yl)ethyl)-1-(((S)-oxetan-2-yl)methyl)-3H-imidazo[4,5-B]pyridine-5-carboxylic acid